(e)-2-benzylidene-7-methyl-1-tetralone C(/C1=CC=CC=C1)=C/1\C(C2=CC(=CC=C2CC1)C)=O